4-(2-amino-6-bromo-5-chloropyridine-3-thiocarbonyl)piperazine-1-carboxylic acid tert-butyl ester C(C)(C)(C)OC(=O)N1CCN(CC1)C(=S)C=1C(=NC(=C(C1)Cl)Br)N